C(C)(C)(C)OC(=O)N1CCC(CC1)OC1CC(C1)OC1=NC=C(C=C1)Br 4-[3-[(5-bromo-2-pyridinyl)oxy]cyclobutoxy]piperidine-1-carboxylic acid tert-butyl ester